C1(CCCCC1)CC1NCC=2C=CC(=NC2C1)OC 7-(cyclohexylmethyl)-2-methoxy-5,6,7,8-tetrahydro-1,6-naphthyridine